NC1=NC=CC2=C1N=C(N=C2NC)C=2C=C(C=CC2)C#C[C@]2(C(N(CC2)C)=O)O (R)-3-((3-(8-amino-4-(methylamino)pyrido[3,4-d]pyrimidin-2-yl)phenyl)ethynyl)-3-hydroxy-1-methylpyrrolidin-2-one